(3R,4R,5S)-5-fluoro-1-(4-((5-isopropyl-8-(3-((methylsulfonyl)methyl)azetidin-1-yl)isoquinolin-3-yl)amino)pyrimidin-2-yl)-4-methoxy-piperidin-3-ol F[C@@H]1[C@@H]([C@@H](CN(C1)C1=NC=CC(=N1)NC=1N=CC2=C(C=CC(=C2C1)C(C)C)N1CC(C1)CS(=O)(=O)C)O)OC